C1(CCC1)[C@@H](C(=O)N[C@H]1C2=C(CN3N(C1=O)CCC3)C=CC=C2)CC(=O)NC2=CC(=NN2C)NC(C(C)C)=O (S)-2-cyclobutyl-N4-(3-isobutyramido-1-methyl-1H-pyrazol-5-yl)-N1-((S)-11-oxo-2,3,10,11-tetrahydro-1H,5H-benzo[d]pyrazolo[1,2-a][1,2]diazepin-10-yl)succinamide